3-(dimethylamino)propane-1-thiol hydrochloride Cl.CN(CCCS)C